bis-(4-hydroxy-3-hydroxyphenyl) sulfone OC1=C(C=C(C=C1)S(=O)(=O)C1=CC(=C(C=C1)O)O)O